(S)-(4,11-diethyl-4-hydroxy-3,14-dioxo-3,4,12,14-tetrahydro-1H-pyrano[3',4':6,7]indolizino[1,2-b]quinolin-9-yl) carbonate C(OC1=CC=2C(=C3C(=NC2C=C1)C1=CC2=C(C(N1C3)=O)COC([C@]2(O)CC)=O)CC)([O-])=O